BrC=1C=C(C=CC1)C1(OCC1)C(O)C1=NN=CN1C (2-(3-bromophenyl)oxetan-2-yl)(4-methyl-4H-1,2,4-triazol-3-yl)methanol